1-[6-((E)-2-aminomethyl-3-fluoro-allyloxy)-pyridine-3-sulfonyl]-piperidine-4-carboxylic acid methyl ester trifluoroacetate salt FC(C(=O)O)(F)F.COC(=O)C1CCN(CC1)S(=O)(=O)C=1C=NC(=CC1)OC\C(=C\F)\CN